3,6'-dibromo-4'-((4-methoxybenzyl)oxy)-6-(thiazol-2-yl)-[2,2'-bipyridine]-4-amine BrC=1C(=NC(=CC1N)C=1SC=CN1)C1=NC(=CC(=C1)OCC1=CC=C(C=C1)OC)Br